2-(4-(3-cyanophenyl)-3,3-difluoro-4-((triethylsilyl)oxy)buten-1-yl)benzamide C(#N)C=1C=C(C=CC1)C(C(C=CC1=C(C(=O)N)C=CC=C1)(F)F)O[Si](CC)(CC)CC